C(C1=CC=CC=C1)N1CC=2N=C(N=C(C2CC1)OC)OCC12CCCN2CCC1 7-benzyl-2-((hexahydro-1H-pyrrolizin-7a-yl)methoxy)-4-methoxy-5,6,7,8-tetrahydropyrido[3,4-d]pyrimidine